ClC=1C(=CC(=C(C1)C1=C(C=C(C=C1)F)C#C)F)C(=O)NC1=CC2=C(OCC(N2)=O)C(=C1)Cl 5-chloro-N-(8-chloro-3-oxo-3,4-dihydro-2H-benzo[b][1,4]oxazin-6-yl)-2'-ethynyl-2,4'-difluoro-[1,1'-biphenyl]-4-carboxamide